CC(C(=O)C1=CC=CC=C1)CS(=O)(=O)C1=CC=CC=C1 2-methyl-1-phenyl-3-(phenylsulfonyl)propan-1-one